BrC1=NC(=CC=C1O[C@H]1C[C@H](CC1)NC(OC(C)(C)C)=O)C=O tert-Butyl ((1S,3R)-3-((2-bromo-6-formylpyridin-3-yl)oxy)cyclopentyl)carbamate